CN(CCC=1C(=CC(N(C1)C(C(=O)N[C@@H](CC(=O)O)C=1C=C(C=C(C1F)C(F)(F)F)C1=C(C=CC=C1C)C)CC(C)C)=O)C(F)(F)F)C (3S)-3-(2-(5-(2-(dimethylamino)ethyl)-2-oxo-4-(trifluoromethyl)pyridin-1(2H)-yl)-4-methylpentanamido)-3-(4-fluoro-2',6'-dimethyl-5-(trifluoromethyl)biphenyl-3-yl)propanoic acid